2-cyclopropyl-8-(2-fluoroethoxy)-N-(1-methyl-2-oxo-1,2-dihydropyridin-3-yl)imidazo[1,2-a]Pyrazine-6-carboxamide trifluoroacetate salt FC(C(=O)O)(F)F.C1(CC1)C=1N=C2N(C=C(N=C2OCCF)C(=O)NC=2C(N(C=CC2)C)=O)C1